(1-isopropyl-1H-pyrazol-4-yl)boric acid C(C)(C)N1N=CC(=C1)OB(O)O